N1(N=NC2=C1C1=C(CCC3=C2C=CC=C3)C=CC=C1)CC(=O)NC 2-(8,9-dihydro-1H-dibenzo[3,4:7,8]cycloocta[1,2-d][1,2,3]triazol-1-yl)-N-methylacetamide